cobalt-silicon-chromium-nickel-chromium [Cr].[Ni].[Cr].[Si].[Co]